1,3,5-tris(2,3-epoxypropyl)isocyanuric acid C(C1CO1)N1C(=O)N(C(=O)N(C1=O)CC1CO1)CC1CO1